ClC1=NC(=NC(=C1)OC1CCC(CC1)C(F)(F)F)C([2H])([2H])[2H] rel-4-chloro-2-(2H3)methyl-6-{[(1r,4r)-4-(trifluoromethyl)cyclohexyl]-oxy}pyrimidine